(1R,3S)-3-aminocyclohexan NC1CCCCC1